4-carboxyl-phenyl-porphin C(=O)(O)C1=CC=C(C=C1)C1=C2NC(=C1)C=C1C=CC(=N1)C=C1C=CC(N1)=CC=1C=CC(N1)=C2